dibenzo[f,h]quinoxaline-2,3-dicarbonitrile N1=C(C(=NC2=C3C(=C4C(=C12)C=CC=C4)C=CC=C3)C#N)C#N